2-Chloro-3-fluoro-5-nitro-N-(2-oxo-2-phenylethyl)benzamide ClC1=C(C(=O)NCC(C2=CC=CC=C2)=O)C=C(C=C1F)[N+](=O)[O-]